isopropyl (1S,3S)-3-((6-(5-(((cyclopentyl(methyl)carbamoyl)oxy)methyl)-1-methyl-1H-1,2,3-triazol-4-yl)-2-methylpyridin-3-yl)oxy)cyclohexane-1-carboxylate C1(CCCC1)N(C(=O)OCC1=C(N=NN1C)C1=CC=C(C(=N1)C)O[C@@H]1C[C@H](CCC1)C(=O)OC(C)C)C